7-bromo-6-chloro-5-(2-chloro-6-fluorophenyl)-1,3-dihydro-1,4-benzodiazepine BrC=1C=CC2=C(C(=NCCN2)C2=C(C=CC=C2F)Cl)C1Cl